4-(3-fluoropyridin-4-yl)aniline Methyl-3-(dibenzylamino)-2-fluoro-propanoate COC(C(CN(CC1=CC=CC=C1)CC1=CC=CC=C1)F)=O.FC=1C=NC=CC1C1=CC=C(N)C=C1